2-(3-fluoro-6-(2-fluoropyridin-4-yl)-4-(hydroxymethyl)-2-isopropyl-phenyl)acetic acid tert-butyl ester C(C)(C)(C)OC(CC1=C(C(=C(C=C1C1=CC(=NC=C1)F)CO)F)C(C)C)=O